Ethyl 3-cyclopropyl-6-[2,3-difluoro-4-(trifluoromethyl)phenyl]-4-oxo-4,5-dihydropyrazolo[1,5-a]pyrazine-2-carboxylate C1(CC1)C=1C(=NN2C1C(NC(=C2)C2=C(C(=C(C=C2)C(F)(F)F)F)F)=O)C(=O)OCC